N1CC(C1)C1=C2C=C(N=CC2=C(C=C1)N1[C@@H]([C@H](C1)CS(=O)(=O)C)C)NC1=NC(=NC=C1)N1CCC(CC1)OC 5-(azetidin-3-yl)-8-[(2R,3S)-3-(methanesulfonylmethyl)-2-methylazetidin-1-yl]-N-[2-(4-methoxypiperidin-1-yl)pyrimidin-4-yl]isoquinolin-3-amine